benzyl (3-oxohepta-1,6-dien-4-yl)carbamate O=C(C=C)C(CC=C)NC(OCC1=CC=CC=C1)=O